tert-butylheptyl-dimethoxysilane C(C)(C)(C)[Si](OC)(OC)CCCCCCC